2,4-dihydroxy-N-(4-(hydroxycarbamoyl)benzyl)-5-isopropyl-N-(4-morpholinophenyl)benzamide OC1=C(C(=O)N(C2=CC=C(C=C2)N2CCOCC2)CC2=CC=C(C=C2)C(NO)=O)C=C(C(=C1)O)C(C)C